triethylaluminum bis-butoxide [O-]CCCC.[O-]CCCC.C(C)[Al](CC)CC